The molecule is a pyridochromene-derived monocarboxylic acid having an amino substituent at the 2-position, an oxo substituent at the 5-position and an isopropyl substituent at the 7-position. It has a role as an anti-allergic agent, an anti-ulcer drug and a non-steroidal anti-inflammatory drug. It is a pyridochromene and a monocarboxylic acid. CC(C)C1=CC2=C(C=C1)OC3=NC(=C(C=C3C2=O)C(=O)O)N